3-(3-(5-ethyl-2-((2,2,2-trifluoroethoxy)methyl)phenyl)-4-oxothiazolidin-2-ylidene)urea C(C)C=1C=CC(=C(C1)N1C(SCC1=O)=NC(N)=O)COCC(F)(F)F